5-Hydroxy-1-(4-sulfophenyl)-4-[(4-sulfophenyl)azo]pyrazole-3-carboxylic acid trisodium salt [Na+].[Na+].[Na+].OC1=C(C(=NN1C1=CC=C(C=C1)S(=O)(=O)[O-])C(=O)[O-])N=NC1=CC=C(C=C1)S(=O)(=O)[O-]